(3R)-3-methyl-4-(6-methyl-7-(methylsulfonyl)-2-(1H-pyrazol-3-yl)-6,7,8,9-tetrahydro-1,3,7,9a-tetraazabenzo[cd]azulen-4-yl)morpholine C[C@H]1N(CCOC1)C=1C=C2C3=C(C(=NN3CCN(C2C)S(=O)(=O)C)C2=NNC=C2)N1